FC1CN(CCC1OC1=CC=C(C=C1)NC1=NC2=CC=CC=C2C=N1)C 2-((4-((3-fluoro-1-methylpiperidin-4-yl)oxy)phenyl)amino)quinazolin